N,N-bis(2-pyridylmethyl) ethylenediamine Methyl 5-methoxy-6-(1-methylbenzimidazol-4-yl)-3-(4-morpholinoanilino)pyrazine-2-carboxylate COC=1N=C(C(=NC1C1=CC=CC=2N(C=NC21)C)C(=O)OC)NC2=CC=C(C=C2)N2CCOCC2.N2=C(C=CC=C2)CN(CCN)CC2=NC=CC=C2